N-(2-aminoethyl)ethanamide NCCNC(C)=O